2-((2-hydroxy-2-methylpropyl)amino)-5-nitrophenol OC(CNC1=C(C=C(C=C1)[N+](=O)[O-])O)(C)C